5-((2-allyl-1-(6-(2-hydroxy-prop-2-yl)pyridin-2-yl)-3-oxo-2,3-dihydro-1H-pyrazolo[3,4-d]pyrimidin-6-yl)amino)isoindoline-2-carboxylic acid tert-butyl ester C(C)(C)(C)OC(=O)N1CC2=CC=C(C=C2C1)NC1=NC=C2C(=N1)N(N(C2=O)CC=C)C2=NC(=CC=C2)C(C)(C)O